FC(C(C1CN(C1)C)CC(C)S(=O)N)(F)F (2,2,2-trifluoro-1-(1-methylazetidin-3-yl)ethyl)propane-2-sulfinamide